C(C)(C)(C)OC(=O)N1CCC2(CN(C2=O)[C@H](C(=O)O)[C@@H](C)O)CC1 (2S,3R)-2-(7-(tert-butoxycarbonyl)-1-oxo-2,7-diazaspiro[3.5]nonan-2-yl)-3-hydroxybutanoic acid